1-(2-(4-(4-methylbenzoyl)piperazin-1-yl)acetyl)-1',4'-dihydro-2'H-spiro[pyrrolidine-2,3'-quinoline] CC1=CC=C(C(=O)N2CCN(CC2)CC(=O)N2CCCC23CNC2=CC=CC=C2C3)C=C1